(R)- or (S)-1-(methyl-sulfonyl)-1'-(4-(trifluoro-methyl)phenyl)-1',4'-dihydro-2'H-spiro[pyrrolidine-3,3'-quinoline] CS(=O)(=O)N1C[C@@]2(CN(C3=CC=CC=C3C2)C2=CC=C(C=C2)C(F)(F)F)CC1 |o1:6|